cycloheptane diselenide [SeH-]=[Se].C1CCCCCC1